CC1=C(C=CC(=C1)C(F)(F)F)CC(=O)N 2-methyl-4-(trifluoromethyl)phenyl-acetamide